3-(4-((S)-3-(2-hydroxyethyl)pyrrolidin-1-yl)phenyl)piperidine-2,6-dione OCC[C@H]1CN(CC1)C1=CC=C(C=C1)C1C(NC(CC1)=O)=O